COCCN(S(F)(F)F)CCOC 2-Methoxy-N-(2-methoxyethyl)-N-(trifluoro-λ4-sulfanyl)ethanamine